N1(N=CC=C1)CC1=CC=C(C=C1)C(C)OC=1C=C(N=NC1)NOC N-(5-(1-(4-((1H-pyrazol-1-yl)methyl)phenyl)ethoxy)pyridazin-3-yl)-O-methylhydroxylamine